C(C)(C)(C)C=1C=C(C=C(C1O)C(C)(C)C)CCC(=O)OC1CC(N(C(C1)(C)C)CCOC(CCC1=CC(=C(C(=C1)C(C)(C)C)O)C(C)(C)C)=O)(C)C 4-(3-(3,5-di-t-butyl-4-hydroxyphenyl)propionyloxy)-1-(2-(3-(3,5-di-t-butyl-4-hydroxyphenyl)propionyloxy)ethyl)-2,2,6,6-tetramethylpiperidine